C(C)(C)(C)OC(=O)N1CCC=2C=C(C(=NC2C1)OCC1=C(C=C(C=C1)Cl)F)I.C1(=CC=CC=C1)C1=NC=CC(=C1)N1CCOCC1 (2-phenylpyridin-4-yl)morpholine tert-butyl-2-((4-chloro-2-fluorobenzyl)oxy)-3-iodo-5,8-dihydro-1,7-naphthyridine-7(6H)-carboxylate